COC(CI)OC1C=CCC1(C)C iodoacetaldehyde 5,5-dimethyl-2-cyclopentenyl methyl acetal